NC=1SC2=C(N1)C=C(C=C2)N(C(=O)NC2=CC=C(C=C2)Cl)CCN2C(CCCC2)=O 1-(2-aminobenzo[d]thiazol-5-yl)-3-(4-chlorophenyl)-1-[2-(2-oxopiperidin-1-yl)ethyl]urea